N1(CCNCC1)CCOC=1C=CC=C2C=CC(=CC12)C=1SC=C(N1)CC(=O)OCC Ethyl 2-(2-(8-(2-(Piperazin-1-yl)Ethoxy)Naphthalen-2-yl)Thiazol-4-yl)Acetate